CC=1C=C(C=CC1OC1=CC2=C(N(C=N2)C)C=C1)NC1=NC=NC2=CC=C(C=C12)OC1CC2CCC(C1)N2C(C=C)=O 1-(3-((4-((3-Methyl-4-((1-methyl-1H-benzo[d]imidazol-5-yl)oxy)-phenyl)amino)quinazolin-6-yl)-oxy)-8-azabicyclo[3.2.1]octan-8-yl)prop-2-en-1-one